C(C)(C)(C)OC(N(S(=O)(=O)C)[C@H]1C[C@@H](OC[C@@H]1SCC)C(=O)N1[C@H](C2=CC=CC=C2CC1)C1=CC=C(C=C1)F)=O ((2r,4S,5r)-5-(ethylsulfanyl)-2-((S)-1-(4-fluorophenyl)-1,2,3,4-tetrahydroisoquinoline-2-carbonyl)tetrahydro-2H-pyran-4-yl)(methylsulfonyl)carbamic acid tert-butyl ester